(S)-N-(2-((((9H-fluoren-9-yl)methoxy)carbonyl)amino)propyl)-N-(2-(5-methyl-2,4-dioxo-3,4-dihydropyrimidin-1(2H)-yl)acetyl)glycine C1=CC=CC=2C3=CC=CC=C3C(C12)COC(=O)N[C@H](CN(CC(=O)O)C(CN1C(NC(C(=C1)C)=O)=O)=O)C